2-((1-(3-cyclopropyl-6-fluoro-4-oxo-2-((S)-tetrahydrofuran-3-yl)-3,4-dihydroquinazolin-8-yl)ethyl)amino)benzoic acid C1(CC1)N1C(=NC2=C(C=C(C=C2C1=O)F)C(C)NC1=C(C(=O)O)C=CC=C1)[C@H]1COCC1